C(CC)C1=CC=C(C=C1)CCC(=O)O 3-(4-propylphenyl)propionic acid